ClP(C1=C(C=CC=C1)OC(F)(F)F)C1=CC=C(C=C1)[Si](CCCC)(CCCC)CCCC chloro(4-(tributylsilyl)phenyl)(2-(trifluoromethoxy)phenyl)phosphane